BrC1=CC=C(C=C1)C=1OC[C@H](N1)COC(C1=C(N=CC=C1)C)=O (S)-2-(4-bromophenyl)-4-(((2-methylnicotinoyl)oxy)methyl)-4,5-dihydro-oxazole